BrC=1C=C(C=CC1F)C=CC(=O)C1=CC=C(C=C1)O 3-(3-Bromo-4-fluorophenyl)-1-(4-hydroxyphenyl)prop-2-en-1-one